1,8-bis(4-methoxyphenyl)-2-methyl-1H-imidazo[4,5-c]quinoline COC1=CC=C(C=C1)N1C(=NC=2C=NC=3C=CC(=CC3C21)C2=CC=C(C=C2)OC)C